(11e)-glycine NCC(=O)O